NC1=CC=C(C(=N1)CC)N1C(C=CC2=CC=C(C=C12)F)=O (6-amino-2-ethylpyridin-3-yl)-7-fluoroquinolin-2(1H)-one